C1(CCCC1)[C@H](CC#N)N1N=CC(=C1)C=1C2=C(N=CN1)N(C=C2)COCC[Si](C)(C)C (3S)-3-cyclopentyl-3-{4-[7-(2-trimethylsilylethoxymethyl)-7H-pyrrolo[2,3-d]pyrimidin-4-yl]pyrazol-1-yl}propionitrile